ClC1=CC=C(C=C1)C1(CC1)C(=O)N1[C@@H]([C@H]2C([C@H]2C1)(C)C)C(=O)O (1R,2S,5S)-3-[1-(4-Chlorophenyl)cyclopropanecarbonyl]-6,6-dimethyl-3-azabicyclo[3.1.0]hexane-2-carboxylic acid